COC1=C(C=CC(=C1)C(F)(F)F)C=1C=CC=C2C=NC(=NC12)NC=1C=CC(=C2CCOC21)C(=O)NC2CCNCC2 7-({8-[2-methoxy-4-trifluoromethylphenyl]quinazolin-2-yl}amino)-N-(piperidin-4-yl)-2,3-dihydro-1-benzofuran-4-carboxamide